2-bromo-5-[4-(2-ethylhexyl)phenyl]thiophene (4-formyl-2-methoxy-phenyl)-2-methylpropionate C(=O)C1=CC(=C(C=C1)OC(C(C)C)=O)OC.BrC=1SC(=CC1)C1=CC=C(C=C1)CC(CCCC)CC